4-((N,N-diethylamino)dimethylsilyl)styrene Isopropyl-((S)-(((1S,4R)-4-(2-amino-6-isopropoxy-9H-purin-9-yl)cyclopent-2-en-1-yl)methoxy)(phenoxy)phosphoryl)-L-alaninate C(C)(C)N([C@@H](C)C(=O)O)[P@@](=O)(OC1=CC=CC=C1)OC[C@@H]1C=C[C@@H](C1)N1C2=NC(=NC(=C2N=C1)OC(C)C)N.C(C)N(CC)[Si](C1=CC=C(C=C)C=C1)(C)C